C1(=CC=C(C=C1)[C@]1(CC[C@@]2([C@H]3CC[C@@]4([C@H](CC[C@H]4[C@@H]3CC[C@@H]2C1)C(=O)OC)C)C)O)C1=CC=CC=C1 methyl (3R,5R,8R,9S,10S,13S,14S,17S)-3-([1,1'-biphenyl]-4-yl)-3-hydroxy-10,13-dimethylhexadecahydro-1H-cyclopenta[a]phenanthrene-17-carboxylate